methyl 2-(methyl (thiophen-2-ylmethyl)amino)-5-oxo-5H-thieno[3,2-b]pyran-6-carboxylate CN(C1=CC=2OC(C(=CC2S1)C(=O)OC)=O)CC=1SC=CC1